[3-[3-(3-chlorophenyl)imidazo[1,2-b]pyridazin-6-yl]phenyl]methanol ClC=1C=C(C=CC1)C1=CN=C2N1N=C(C=C2)C=2C=C(C=CC2)CO